CC1=CC(=C(N1C([2H])([2H])[2H])C(C(=O)O)=O)C1=CC=CC=C1 2-(5-methyl-1-(methyl-d3)-3-phenyl-1H-pyrrol-2-yl)-2-oxoacetic acid